racemic-2-amino-4-methyl-pentanol tert-butyl-4-(3-((3-(2,6-bis(benzyloxy)pyridin-3-yl)-1-methyl-1H-indazol-6-yl)oxy)propyl)piperidine-1-carboxylate C(C)(C)(C)C1N(CCC(C1)CCCOC1=CC=C2C(=NN(C2=C1)C)C=1C(=NC(=CC1)OCC1=CC=CC=C1)OCC1=CC=CC=C1)C(=O)OCC(CC(C)C)N